((2R,3S)-3-acetoxy-6-methoxy-3,6-dihydro-2H-pyran-2-yl)methyl acetate C(C)(=O)OC[C@H]1OC(C=C[C@@H]1OC(C)=O)OC